6-(4,4-difluoropiperidin-1-yl)-3,4-dihydroisoquinoline FC1(CCN(CC1)C=1C=C2CCN=CC2=CC1)F